2-(acetoxymethyl)-2-aminopropane-1,3-diyl diacetate C(C)(=O)OCC(COC(C)=O)(N)COC(C)=O